O[C@@H]1CN(C[C@H]1C=C)C(=O)[O-] trans-3-hydroxy-4-vinylpyrrolidine-1-carboxylate